NCC=1C=C(C(=O)N)C=CC1 3-(aminomethyl)benzamide